P.[C].[C].[C].[C].[C] penta-carbon phosphine salt